tert-butyl 4-((1r,4r)-4-(5-(3-cyano-5-fluoropyrrolo[1,2-b]pyridazine-7-carboxamido)-6-(2-hydroxypropan-2-yl)-2H-indazol-2-yl)cyclohexyl)piperazine-1-carboxylate C(#N)C1=CC=2N(N=C1)C(=CC2F)C(=O)NC2=CC1=CN(N=C1C=C2C(C)(C)O)C2CCC(CC2)N2CCN(CC2)C(=O)OC(C)(C)C